2,6-dichloro-3-methanesulfonylpyridine ClC1=NC(=CC=C1S(=O)(=O)C)Cl